7-Methoxy-1-methyl-β-carboline COC1=CC=C2C=3C=CN=C(C3NC2=C1)C